C(C1=CC=CC=C1)OC(=O)N1CCCCC1 1-((benzyloxy)carbonyl)piperidine